[4-(cyclobutoxy)-6,7-dihydro-5H-cyclopenta[b]pyridin-7-yl]methylamine dihydrochloride Cl.Cl.C1(CCC1)OC1=C2C(=NC=C1)C(CC2)CN